CC1(OB(OC1(C)C)C1=C(C=CC=C1)CC(=O)OC)C methyl 2-(2-(4,4,5,5-tetramethyl-1,3,2-dioxaborolan-2-yl)phenyl)acetate